C(CCC)OC(=O)N(C)CC1=C(N=NN1C)C1=CC=C(C(=N1)C)O[C@@H]1C[C@H](CCC1)C(=O)O (1S,3S)-3-((6-(5-(((butoxycarbonyl)(methyl)amino)methyl)-1-methyl-1H-1,2,3-triazol-4-yl)-2-methyl-pyridin-3-yl)oxy)cyclohexanecarboxylic acid